OC(C)C1=CC=C2C(=CC=NC2=C1)C(=O)NCC(=O)O (7-(1-hydroxyethyl)quinoline-4-carbonyl)glycine